C(=C)N1C(NC=C1)=O 1-vinylimidazol-2-one